1-{2-methyl-5-[(2-methyl-1,3-thiazol-5-yl)methoxy]-1-benzofuran-3-yl}cyclopropan-1-amine CC=1OC2=C(C1C1(CC1)N)C=C(C=C2)OCC2=CN=C(S2)C